C(CCCC)OCC(C)N 1-pentyloxypropan-2-amine